ethyl 4-chloro-2-methylpyridine-3-carboxylate ClC1=C(C(=NC=C1)C)C(=O)OCC